OCCCOC[C@@H](C(C(=O)OC)C1=CC(=NO1)C)C (3R)-methyl 4-(3-hydroxypropoxy)-3-methyl-2-(3-methylisoxazol-5-yl)butanoate